NC=1C2=C(C=NC1)C(=NN2C)C#N 7-amino-1-methyl-pyrazolo[4,3-c]pyridine-3-carbonitrile